tetraphenylethane hafnium [Hf].C1(=CC=CC=C1)CC(C1=CC=CC=C1)(C1=CC=CC=C1)C1=CC=CC=C1